C(#N)C=1C=NN2C1C(=CC(=C2)OCCN2CCN(CC2)C(=O)OC(C)(C)C)B2OC(C(O2)(C)C)(C)C tert-butyl 4-(2-((3-cyano-4-(4,4,5,5-tetramethyl-1,3,2-dioxaborolan-2-yl)pyrazolo[1,5-a]pyridin-6-yl)oxy)ethyl)piperazine-1-carboxylate